tert-butyl (R)-(3-(2-(methoxymethoxy)phenyl)-5,6,7,8-tetrahydrobenzo[4,5]thieno[2,3-c]pyridazin-6-yl)carbamate COCOC1=C(C=CC=C1)C1=CC2=C(N=N1)SC1=C2C[C@@H](CC1)NC(OC(C)(C)C)=O